2-(3,5-dibromophenyl)-1,3-dioxolane BrC=1C=C(C=C(C1)Br)C1OCCO1